methyl 6-amino-3-(3-((tert-butoxycarbonyl)amino)-2-chloro-6-fluorophenoxy)-2-fluorobenzoate NC1=CC=C(C(=C1C(=O)OC)F)OC1=C(C(=CC=C1F)NC(=O)OC(C)(C)C)Cl